CC1=NOC(=C1C1=CC=C2C=3N([C@H](COC31)C3=NC=CC=C3)C(=N2)N2CCN(CC2)CCO)C 2-{4-[(4S)-7-(3,5-dimethylisoxazol-4-yl)-4-pyridin-2-yl-4,5-dihydroimidazo[1,5,4-de][1,4]benzoxazin-2-yl]piperazin-1-yl}ethanol